O[C@@]1(C(N(CC1)C)=O)C1=CC(=NO1)C1=CC(=CC=C1)C=1C=CC=2N=CN=C(C2N1)C (R)-3-hydroxy-1-methyl-3-(3-(3-(4-methylpyrido[3,2-d]pyrimidin-6-yl)phenyl)isoxazol-5-yl)pyrrolidin-2-one